ClC1=CC=C(S1)CNC1=CC(=NN1C(C1=C(C=C(C=C1)OC)OC)=O)C1CCNCC1 N-[(5-chlorothiophen-2-yl)methyl]-1-(2,4-dimethoxybenzoyl)-3-(piperidin-4-yl)-1H-pyrazol-5-amine